6-((4-(7-Bromo-6-cyano-1H-indol-3-yl)-5-(trifluoromethyl)pyrimidin-2-yl)amino)-2-azaspiro[3.3]Heptane-2-carboxylate BrC=1C(=CC=C2C(=CNC12)C1=NC(=NC=C1C(F)(F)F)NC1CC2(CN(C2)C(=O)[O-])C1)C#N